N,3-Dimethyl-N-(tetrahydro-2H-pyran-4-yl)-1H-indazol-5-amine CN(C=1C=C2C(=NNC2=CC1)C)C1CCOCC1